ClC1=C(C=CC(=C1)NC=1C2=C(N=CN1)C=CC(=N2)N2[C@@H]1CN[C@H](C2)C1)C1(CC1)C#N 1-[2-chloro-4-[[6-[(1S,4S)-2,5-diazabicyclo[2.2.1]heptan-2-yl]pyrido[3,2-d]pyrimidin-4-yl]amino]phenyl]cyclopropanecarbonitrile